ClC=1C(=NNC1C)C(F)(F)F 4-chloro-5-methyl-3-(trifluoromethyl)pyrazol